(E)-3-benzo[1,3]dioxol-5-yl-N,N-diphenyl-acrylamide O1COC2=C1C=CC(=C2)/C=C/C(=O)N(C2=CC=CC=C2)C2=CC=CC=C2